2,4-difluorophenyl-N-((1-(4-(trifluoromethoxy)benzyl)piperidin-4-yl)methyl)isoxazole-3-carboxamide FC1=C(C=CC(=C1)F)C=1C(=NOC1)C(=O)NCC1CCN(CC1)CC1=CC=C(C=C1)OC(F)(F)F